C(CC(=O)O)(=O)O.ClC1=C(C=CC(=C1)C(F)(F)F)C=1OC2=C(C(=CC(=C2C(C1)=O)O)O)[C@H]1[C@@H](N(CC1)C)CO 2-(2-chloro-4-(trifluoromethyl)phenyl)-5,7-dihydroxy-8-((2R,3S)-2-(hydroxymethyl)-1-methylpyrrolidin-3-yl)-4H-chromen-4-one malonic acid salt